((S)-1-(((S)-1-hydroxy-3-((S)-2-oxopyrrolidin-3-yl)propan-2-yl)amino)-4-methyl-1-oxopent-2-yl)carbamic acid 1,2-diphenylethyl ester C1(=CC=CC=C1)C(CC1=CC=CC=C1)OC(N[C@H](C(=O)N[C@H](CO)C[C@H]1C(NCC1)=O)CC(C)C)=O